C(C)C=1N=C2N(C=C(N=C2C)C2=CC=CC=C2)C1 2-ethyl-8-methyl-6-phenyl-imidazo[1,2-a]pyrazin